O=C1NC(CCC1N1C(C2=CC=CC(=C2C1)C#CCCCCCN1CCN(CC1)C1CCN(CC1)C1=NC=C(C(=O)N2CCC(CC2)CCCCNC(\C=C\C=2C=NC=CC2)=O)C=C1)=O)=O (E)-N-(4-(1-(6-(4-(4-(7-(2-(2,6-dioxopiperidin-3-yl)-1-oxoisoindolin-4-yl)hept-6-yn-1-yl)piperazin-1-yl)piperidin-1-yl)nicotinoyl)piperidin-4-yl)butyl)-3-(pyridin-3-yl)acrylamide